C(C1=CC=CC=C1)N1N=NC(=C1)C(=O)NC1C(N(C=2N(N=C3CCCCC23)CC1)C)=O 1-Benzyl-N-(1-methyl-2-oxo-2,3,4,5,8,9,10,11-octahydro-1H-[1,3]diazepino[1,2-b]indazol-3-yl)-1H-1,2,3-triazol-4-carboxamid